O=C1NC(CCC1N1CC2=C(C=C(C=C2C1=O)OC(N(C1=CC(=C(C=C1)F)Cl)C)=O)OC)=O (2-(2,6-dioxopiperidin-3-yl)-7-methoxy-3-oxoisoindolin-5-yl)methyl(3-chloro-4-fluorophenyl)carbamate